FC1(C=2N(C[C@@H](CC1)O)N=C1C2CN(CC1)C(=O)NC1=CC(=C(C=C1)F)C(F)(F)F)F (R)-11,11-Difluoro-N-(4-fluoro-3-(trifluoromethyl)phenyl)-8-hydroxy-3,4,8,9,10,11-hexahydro-1H-pyrido[4',3':3,4]pyrazolo[1,5-a]azepine-2(7H)-carboxamide